4-methoxy-N-(4-(4-phenylpyridin-2-yl)pentyl)benzenesulfonamide COC1=CC=C(C=C1)S(=O)(=O)NCCCC(C)C1=NC=CC(=C1)C1=CC=CC=C1